C(C)(C)(C)OC(=O)N1CCC(CC1)NC=1C=NC(=CC1)C#C[Si](C)(C)C 4-((6-((trimethylsilyl)ethynyl)pyridin-3-yl)amino)piperidine-1-carboxylic acid tert-butyl ester